[Cl-].CC1(N(C(CCC1)(C)C)[Zn+])C (2,2,6,6-tetramethylpiperidin-1-yl)zinc(II) chloride